2-nitro-5-((tetrahydro-2H-pyran-4-yl)oxy)phenol [N+](=O)([O-])C1=C(C=C(C=C1)OC1CCOCC1)O